FC(C=1C=C(C=CC1F)C=1C=C2C(=NC1)C=NN2CC2=NC(=NC=C2)OC)F 6-[3-(Difluoromethyl)-4-fluoro-phenyl]-1-[(2-methoxypyrimidin-4-yl)methyl]pyrazolo[4,3-b]pyridine